FC1=CC=C(C=C1)C1=NN(C=C1)C 3-(4-fluorophenyl)-1-methyl-1H-pyrazol